6-[6,6-difluoro-2-(4-fluorophenyl)-4,5,6,7-tetrahydropyrazolo[1,5-a]pyrimidin-3-yl]-2-(2-methylphenyl)pyridazin-3(2H)-one FC1(CNC=2N(C1)N=C(C2C=2C=CC(N(N2)C2=C(C=CC=C2)C)=O)C2=CC=C(C=C2)F)F